C1(=CC=CC=C1)CN1C2=CC=CC(=C2C=2C(=CC=CC12)C(C(=O)O)O)C(N)=O {9-[(phenyl)methyl]-5-carbamoylcarbazole-4-yl}glycolic acid